benzyl (2-(2-(3-amino-3-oxo-propyl)hydrazinyl)-2-oxo-ethyl)carbamate NC(CCNNC(CNC(OCC1=CC=CC=C1)=O)=O)=O